4-(1-(4-((5-chloro-3-fluoropyridin-2-yl)oxy)phenyl)-1H-1,2,3-triazol-4-yl)butane-1,3-diol ClC=1C=C(C(=NC1)OC1=CC=C(C=C1)N1N=NC(=C1)CC(CCO)O)F